4-cyano-4'-heptyloxy-p-terphenyl C(#N)C1=CC=C(C=C1)C1=CCC(C=C1)(C1=CC=CC=C1)OCCCCCCC